2,6-diethylphenyl-1,10-phenanthroline C(C)C1=C(C(=CC=C1)CC)C1=NC2=C3N=CC=CC3=CC=C2C=C1